tert-butyl 2-(((3,5-dichloropyridin-4-yl) methyl) thio)-4-oxo-3,4,5,7-tetrahydro-6H-pyrrolo[3,4-d]pyrimidine-6-carboxylate ClC=1C=NC=C(C1CSC=1NC(C2=C(N1)CN(C2)C(=O)OC(C)(C)C)=O)Cl